tert-Butyl 6-(2-oxooxazolidin-3-yl)-3,4-dihydroisoquinoline-2(1H)-carboxylate O=C1OCCN1C=1C=C2CCN(CC2=CC1)C(=O)OC(C)(C)C